10-(4-((4-fluorophenyl)sulfo)phenyl)-10H-phenothiazine FC1=CC=C(C=C1)OS(=O)(=O)C1=CC=C(C=C1)N1C2=CC=CC=C2SC=2C=CC=CC12